COCC(C)N=C(CC)CCC N-(2-Methoxy-1-methyl-ethyl)hexan-3-imine